NC1=CC(=C2OC3=CC(=CC(C(CCC(C4=NN=C(C1=N2)O4)(O)C(F)(F)F)C)=C3)F)C(F)(F)F 19-Amino-12-fluoro-9-methyl-6,17-bis(trifluoromethyl)-15,22-dioxa-3,4,20-triazatetracyclo[14.3.1.12,5.110,14]docosa-1(20),2,4,10(21),11,13,16,18-octaen-6-ol